2-amino-4-(butylamino)-6-(4-(4-isopropylpiperazine-1-carbonyl)benzyl)pyrido[4,3-d]pyrimidin-5(6H)-one NC=1N=C(C2=C(N1)C=CN(C2=O)CC2=CC=C(C=C2)C(=O)N2CCN(CC2)C(C)C)NCCCC